NC=1C=CC=2C=3C=4N(C[C@H](N(C(C4SC3C=CC2N1)=O)C(=O)OC(C)(C)C)C)C(=O)OC(C)(C)C ditert-butyl (15R)-5-amino-15-methyl-13-oxo-11-thia-6,14,17-triazatetracyclo[8.8.0.0^2,7.0^12,18]octadeca-1(10),2(7),3,5,8,12(18)-hexaene-14,17-dicarboxylate